N(=C=S)C\C=C\CCCCCS(=O)C (E)-1-isothiocyanato-8-(methylsulfinyl)oct-2-en